C(CCC)[Sn](C=1C=CC=2SC=C(C2C1)[Se]CC(CCCCCC)CCCC)(CCCC)CCCC tributyl-(3-(2-butyloctyl)selenobenzo[3,2-b]thiophen-5-yl)tin